OCC1=CC=C(C=C1)CC([C@H](CCCNC(=O)N)NC(=O)C1(CCC1)C(=O)OCC)=O (S)-ethyl 1-((1-(4-(hydroxymethyl)phenyl)-2-oxo-6-ureidohexan-3-yl)carbamoyl)cyclobutanecarboxylate